SC1=CC=C(C=C1)C(C)(C)C1=CC=C(C=C1)S Dithiobisphenol A